butyl 6-(5-methyl-3-(4,4,5,5-tetramethyl-1,3,2-dioxaborolan-2-yl)-1H-pyrazol-1-yl)-2-azaspiro[3.3]heptane-2-carboxylate CC1=CC(=NN1C1CC2(CN(C2)C(=O)OCCCC)C1)B1OC(C(O1)(C)C)(C)C